ClC1=NC=CC=2[C@]3(CCC(C12)(F)F)N=C1N(C=C(C=C1OC(F)F)C(F)(F)F)C3 (S)-1'-chloro-8-(difluoromethoxy)-8',8'-difluoro-6-(trifluoromethyl)-7',8'-dihydro-3h,6'h-spiro[imidazo[1,2-a]-pyridin-2,5'-isoquinoline]